C(CCCCCCCCCCCCCCC)(=O)O[C@@H](CSC[C@H](NC(CCCCCCCCCCCCCCC)=O)C(=O)O)COC(CCCCCCCCCCCCCCC)=O S-[2,3-bis(palmitoyloxy)-(2R,S)-propyl]-N-palmitoylcysteine